NC1CC(C1)N(C(=O)C1=CC2=C(N(C(=N2)C2=CC3=C(N2CC)SC=C3)C)C(=C1)OC)C N-(3-aminocyclobutyl)-2-(6-ethyl-6H-thieno[2,3-b]pyrrol-5-yl)-7-methoxy-N,1-dimethyl-1H-benzo[d]imidazole-5-carboxamide